ClC=1C(=CC2=C(N(C(O2)=O)CCC(=O)O)C1)O[C@H](CC)C1=NC=C(C=C1)C (R)-3-(5-chloro-6-(1-(5-methylpyridin-2-yl)propoxy)-2-oxobenzo[d]oxazol-3(2H)-yl)propanoic acid